4-morpholino-6-(pyridin-2-yl)-2-(4-(m-tolyl)-1H-pyrazol-1-yl)furo[3,2-d]pyrimidine O1CCN(CC1)C=1C2=C(N=C(N1)N1N=CC(=C1)C=1C=C(C=CC1)C)C=C(O2)C2=NC=CC=C2